2-fluoro-4-((2-(1-methyl-1H-pyrazol-4-yl)pyridin-4-yl)oxy)aniline FC1=C(N)C=CC(=C1)OC1=CC(=NC=C1)C=1C=NN(C1)C